ClC1=CC=C2C(=N1)N(N=C2C2=C(C=CC=C2)OC([2H])([2H])[2H])COCC[Si](C)(C)C 6-chloro-3-(2-(methoxy-d3)phenyl)-1-((2-(trimethylsilyl)ethoxy)methyl)-1H-pyrazolo[3,4-b]pyridine